3-bromo-2-methyl-prop-1-ene BrCC(=C)C